(thiazol-4-yl)-1,3,4-thiadiazol-2-amine S1C=NC(=C1)C1=NN=C(S1)N